Cl.N[C@H]1[C@@H](CCCC1)NC(=O)N1N=CC2=CC(=CC=C12)C=1C(=NC=CC1)C1=CC(=C(C=C1)F)C N-((1R,2R)-2-Aminocyclohexyl)-5-(2-(4-fluoro-3-methylphenyl)pyridin-3-yl)-1H-indazole-1-carboxamide hydrochloride salt